O[C@@H]1[C@@H](O)[C@H](O)[C@H](O)[C@@H](O1)C beta-fucose